C(C)(C)(C)C=1C=C(C=C(C1O)C(C)(C)C)CCC(=O)O beta-(3,5-di-tert-butyl-4-hydroxyphenyl)propionic acid